(R,2S)-2-(methoxymethyl)-N'-((2,4,5,6-tetrahydro-1H-cyclobuta[f]inden-3-yl)carbamoyl)-2,3-dihydropyrazolo[5,1-b]oxazole-7-sulfonimidamide COC[C@@H]1CN2C(O1)=C(C=N2)[S@@](=O)(N)=NC(NC2=C1C(=CC=3CCCC23)CC1)=O